2-Acrylamido-2-methylpropanesulfonic acid sodium salt [Na+].C(C=C)(=O)NC(CS(=O)(=O)[O-])(C)C